1,1,1-trifluoro-2-(3-iodo-7-methoxyimidazo[1,2-a]pyridin-6-yl)propan-2-ol FC(C(C)(O)C=1C(=CC=2N(C1)C(=CN2)I)OC)(F)F